2,3-dibromo-3-phenylpropionitrile BrC(C#N)C(C1=CC=CC=C1)Br